4-(difluoromethyl)-2-methyl-N-(1-(methylsulfonyl)piperidin-4-yl)-[1,2,4]triazolo[1',5':1,6]pyrido[2,3-d]pyrimidin-8-amine FC(C1=CC=2C(=NC(=NC2)NC2CCN(CC2)S(=O)(=O)C)N2C1=NC(=N2)C)F